BrC=1C=C(CC(C1)(OC)C(C)C)C(C)C 5-bromo-1,3-diisopropyl-1-methoxybenzene